caprinyl alcohol C(CCCCCCCCC)(=O)O